(R)-(4-(((5-Hydroxy-1,2,3,4-tetrahydronaphthalen-2-yl)(propyl)amino)methyl)piperidin-1-yl)(1H-pyrrol-2-yl)methanone OC1=C2CC[C@H](CC2=CC=C1)N(CCC)CC1CCN(CC1)C(=O)C=1NC=CC1